CC1=NN(C(=C1)C)C=1C=CC(N(N1)C1CCN(CC1)C(C(C)OC1=C(C=CC=C1)F)=O)=O 6-(3,5-dimethylpyrazol-1-yl)-2-[1-[2-(2-fluorophenoxy)propanoyl]piperidin-4-yl]pyridazin-3-one